CN1CC(C1)(C)[C@@](C=1C=C(C=NC1)C#C[C@](C)(O)C1=NC(=NC=C1)C(F)(F)F)(C1=CC=C(C=C1)C(C)C)O (S)-4-{5-[(R)-(1,3-dimethyl-azetidin-3-yl)-hydroxy-(4-isopropyl-phenyl)-methyl]-pyridin-3-yl}-2-(2-trifluoromethyl-pyrimidin-4-yl)-but-3-yn-2-ol